C(C)ONC(C1=CN=C(C=C1)NC1=NC(=C(C=C1)F)C)=O N-ethoxy-6-((5-fluoro-6-methylpyridin-2-yl)amino)nicotinamide